OC(=O)C(F)(F)F.NC1=CC=C(OCCN2CCN(CC2)C(C)=O)C=C1 1-(4-(2-(4-aminophenoxy)ethyl)piperazin-1-yl)ethan-1-one TFA salt